3-(5-((3-bromopropyl)thio)-2-methyl-4-oxoquinazoline-3(4H)-yl)piperidine-2,6-dione BrCCCSC1=C2C(N(C(=NC2=CC=C1)C)C1C(NC(CC1)=O)=O)=O